O=C(C(=O)N)N1[C@H](CN([C@@H](C1)C)C(C(CN(C)C)(C)C)=O)C1=CC=CC=C1 2-Oxo-2-[(2S,5R)-4-[3-(dimethylamino)-2,2-dimethyl-propanoyl]-5-methyl-2-phenyl-piperazin-1-yl]acetamide